OCCCCCCCCNC(C1=CC(=NC=C1)N1CC2(CC1)CN(CC2)C2=CC=CC=C2)=O N-(8-hydroxyoctyl)-2-(7-phenyl-2,7-diazaspiro[4.4]nonan-2-yl)isonicotinamide